(E)-3-(4-(trifluoromethyl)phenyl)-2-propen-1-ol FC(C1=CC=C(C=C1)/C=C/CO)(F)F